OCC1=C(C=CC=C1)CC(=O)O o-hydroxymethyl-phenylacetic acid